N1CC(C1)C(=O)N1CC2=C(N=C(N=C2OC2=C(C=C(C#N)C=C2C)C)NC2=CC=C(C=C2)C#N)CC1 4-((6-(azetidine-3-carbonyl)-2-((4-cyanophenyl)amino)-5,6,7,8-tetrahydropyrido[4,3-d]pyrimidine-4-yl)oxy)-3,5-dimethylbenzonitrile